COC=1C=C(C=C(C1)OC)[C@@H](C(=O)NC=1SC(=NN1)N[C@H]1CN(CC1)C=1N=NC=CN1)OC (2S)-2-(3,5-Dimethoxyphenyl)-2-methoxy-N-[5-[[(3R)-1-(1,2,4-triazin-3-yl)pyrrolidin-3-yl]amino]-1,3,4-thiadiazol-2-yl]acetamid